7-bromo-2-chloro-N,N-bis(4-methoxybenzyl)imidazo[2,1-f][1,2,4]triazin-4-amine BrC1=CN=C2C(=NC(=NN21)Cl)N(CC2=CC=C(C=C2)OC)CC2=CC=C(C=C2)OC